oleyl phosphate, tetraethylammonium salt C(C)[N+](CC)(CC)CC.P(=O)(OCCCCCCCC\C=C/CCCCCCCC)([O-])[O-].C(C)[N+](CC)(CC)CC